FC(S(=O)(=O)[O-])(F)F.C[N+]1=CC2=CC=C(C=C2C=C1)C 2,6-Dimethylisoquinolin-2-ium Trifluoromethanesulfonate